BrC1=C(C=CC(=C1)SCC(C)(C)C)OC 2-Bromo-4-(2,2-dimethylpropylthio)-1-methoxybenzene